[Zn+2].OC1=C(C=CC=C1)C1(SC2=C(N1)C=CC=C2)C(=O)[O-].OC2=C(C=CC=C2)C2(SC1=C(N2)C=CC=C1)C(=O)[O-] bis[2-(2-hydroxyphenyl) benzothiazolate] zinc